COC1CCN(CC1)C1=C2C=CNC(C2=CN=C1)=O 5-(4-methoxy-1-piperidyl)-2,7-naphthyridin-1-one